lead-titanium-boron [B].[Ti].[Pb]